1,2,4-triazin-3-amine N1=NC(=NC=C1)N